N-(2-(7-(4-(trifluorometh-yl)phenoxy)-3,4-dihydro-isoquinolin-2(1H)-yl)-2-oxoethyl)sulfamide FC(C1=CC=C(OC2=CC=C3CCN(CC3=C2)C(CNS(=O)(=O)N)=O)C=C1)(F)F